ClC=1C=C(C=CC1F)NC(N(C)C(CO)C1=CNC(C2=CC=CC=C12)=O)=O 3-(3-chloro-4-fluorophenyl)-1-(2-hydroxy-1-(1-oxo-1,2-dihydroisoquinolin-4-yl)ethyl)-1-methyl-urea